C1NC[C@@H]2[C@H]1CN(C2)C(=O)OC(C)(C)C |r| tert-butyl rac-(3aS,6aR)-2,3,3a,4,6,6a-hexahydro-1H-pyrrolo[3,4-c]pyrrole-5-carboxylate